Dicyclohexyl 4-hydroxyphthalate OC=1C=C(C(C(=O)OC2CCCCC2)=CC1)C(=O)OC1CCCCC1